Cl.Cl.Cl.Cl.N1(CCOCC1)CCNCC=1C2=CC=CC=C2C(=C2C=CC=CC12)CNCCN1CCOCC1 9,10-bis{[2-(morpholin-4-yl)ethyl]aminomethyl}anthracene tetrahydrochloride